FC(C1=C(C=C(C(=C1)N)C(F)(F)F)C1=CC(=C(N)C=C1)C(F)(F)F)(F)F 2,3',5-tris(trifluoromethyl)benzidine